ClC(C(=O)N1C=NC=C1)(Cl)Cl 1-(trichloroacetyl)imidazole